C1(CC1)C=1C=CC2=C(N(C(NC2=O)=O)C2=C(C=CC=C2)C)N1 7-cyclopropyl-1-(2-methylphenyl)pyrido[2,3-d]pyrimidine-2,4-dione